O1[C@@H]2C(C(C1)OC[C@@]13CCC[C@H]1[C@@H]1C=CC4=CC(CC[C@]4(C)[C@H]1CC3)=O)O2 (1S,2S)-epoxy-(20S)-tetrahydrofuryloxy-androstane-4,6-diene-3-one